(R)-6-(2-amino-3-(methylthio)propyl)-7-bromo-N-(pyridin-4-ylmethyl)thieno[3,2-d][1,2,3]triazin-4-amine N[C@H](CC1=C(C=2N=NN=C(C2S1)NCC1=CC=NC=C1)Br)CSC